2-(4-hydroxy-3-methoxybenzylidene) malonate C1(CC(=O)OC(C2=CC(=C(C=C2)O)OC)O1)=O